SQUALEN CC(C)=CCC\C(\C)=C\CC\C(\C)=C\CC\C=C(/C)\CC\C=C(/C)\CCC=C(C)C